6-(trifluoromethoxy)pyridin-2-amine FC(OC1=CC=CC(=N1)N)(F)F